CC1=C(OC2=C(C1=O)C=C(C=C2[C@@H](C)NC=2C(=NC(=CC2)C)C(=O)N)C)C2=CC=CC=C2 3-[[(1R)-1-(3,6-dimethyl-4-oxo-2-phenyl-benzopyran-8-yl)ethyl]amino]-6-methyl-pyridine-2-carboxamide